N-Cbz-pyrrolidin-3-one C(=O)(OCC1=CC=CC=C1)N1CC(CC1)=O